6-(3-Chloro-6-(difluoromethyl)-2-fluorophenyl)-N-(1-((R)-1-(4-methyl-2-((1R,5S)-2-oxo-3-azabicyclo[3.1.0]hexan-3-yl)pyrimidin-5-yl)ethyl)-1H-pyrazol-4-yl)pyrazine-2-carboxamide ClC=1C(=C(C(=CC1)C(F)F)C1=CN=CC(=N1)C(=O)NC=1C=NN(C1)[C@H](C)C=1C(=NC(=NC1)N1C([C@@H]2C[C@@H]2C1)=O)C)F